((2S,5R)-4-(Bis(4-chlorophenyl)methyl)-2,5-dimethylpiperazin-1-yl)-2-methyl-1-(((S)-tetrahydrofuran-2-yl)methyl)-1H-[1,2,4]triazolo[3,4-b]purine ClC1=CC=C(C=C1)C(N1C[C@@H](N(C[C@H]1C)C=1C=2N=C(N(C2N2C(N1)=NN=C2)C[C@H]2OCCC2)C)C)C2=CC=C(C=C2)Cl